2-oxa-1,3,2-dioxaphospholane O1POCC1